1-(4-bromo-2,6-difluorobenzyl)-8-methoxy-1,4-dihydropyrazino[2,3-c][1,8]naphthyridine BrC1=CC(=C(CN2C=CNC=3C=NC=4N=C(C=CC4C32)OC)C(=C1)F)F